2'-(3-(4-(4-fluorophenyl)piperazin-1-yl)propyl)-6',7'-dihydro-3'H-spiro[cyclopropane-1,8'-quinazolin]-4'(5'H)-one FC1=CC=C(C=C1)N1CCN(CC1)CCCC1=NC=2C3(CCCC2C(N1)=O)CC3